TriPhenylphosphonium tetraphenyl-borate t-butyl-(E)-(3-(4-((1H-imidazol-2-yl)diazenyl)-5-amino-1H-pyrazol-1-yl)propyl)carbamate C(C)(C)(C)N(C([O-])=O)CCCN1N=CC(=C1N)\N=N\C=1NC=CN1.C1(=CC=CC=C1)[B-](C1=CC=CC=C1)(C1=CC=CC=C1)C1=CC=CC=C1.C1(=CC=CC=C1)[PH+](C1=CC=CC=C1)C1=CC=CC=C1.C1(=CC=CC=C1)[PH+](C1=CC=CC=C1)C1=CC=CC=C1